N-[2-(4-methylpiperazin-1-yl)ethyl]-D-valinamide CN1CCN(CC1)CCNC([C@H](N)C(C)C)=O